N-(4-methyl-3-(2-(oxetan-3-ylamino)-8,9-dihydroimidazo[1',2':1,6]pyrido[2,3-d]pyrimidin-6-yl)phenyl)-4-(trifluoromethyl)pyridineamide CC1=C(C=C(C=C1)NC(=O)C1=NC=CC(=C1)C(F)(F)F)C1=CC2=C(N=C(N=C2)NC2COC2)N2C1=NCC2